(R)-2,4-Dimethyl-1-((S)-pyrrolidin-3-yl)piperazine C[C@H]1N(CCN(C1)C)[C@@H]1CNCC1